C1(=CC=CC2=CC=CC=C12)N(C1=CC=C(C=C1)C1=CC=C(C=C1)N(C1=CC=CC=C1)C1=CC=CC2=CC=CC=C12)C1=CC=CC=C1 N,N'-di(1-naphthyl)N,N'-diphenyl-(1,1'-biphenyl)-4,4'-diamine